N-((3-(7-(((3S,4R)-3-fluoro-1-methylpiperidin-4-yl)amino)-3-(perfluoroethyl)-2H-indazol-2-yl)-1,2,4-oxadiazol-5-yl)methyl)cyclopropanecarboxamide F[C@H]1CN(CC[C@H]1NC1=CC=CC2=C(N(N=C12)C1=NOC(=N1)CNC(=O)C1CC1)C(C(F)(F)F)(F)F)C